BrCC=1C=C2C(=NC1Cl)OC(=N2)C (bromomethyl)-5-chloro-2-methyl-oxazolo[5,4-b]pyridine